3'-O-(azidomethyl)-2'-deoxyuridine triphosphate P(O)(=O)(OP(=O)(O)OP(=O)(O)O)OC[C@@H]1[C@H](C[C@@H](O1)N1C(=O)NC(=O)C=C1)OCN=[N+]=[N-]